4-(4,4,5-trimethyl-1,3,2-dioxaborolan-2-yl)isoxazole CC1(OB(OC1C)C=1C=NOC1)C